2-hydroxypropane-1,3-dicarboxylic acid OC(CC(=O)O)CC(=O)O